2-(3-(Dimethylamino)propoxy)-N-methyl-5-(3'-methyl-2'-oxo-2',3'-dihydrospiro[cyclobutane-1,1'-pyrrolo[2,3-c]quinolin]-8'-yl)-3-(methylsulfonamido)benzamide CN(CCCOC1=C(C(=O)NC)C=C(C=C1NS(=O)(=O)C)C1=CC=2C3=C(C=NC2C=C1)N(C(C31CCC1)=O)C)C